4-(6-Azabicyclo[3.1.1]heptane-3-yl)-2-(2,6-dioxopiperidin-3-yl)-5,6,7-trifluoroisoindole C12CC(CC(N1)C2)C=2C1=CN(C=C1C(=C(C2F)F)F)C2C(NC(CC2)=O)=O